NC1=CC=C(C=C1)N1CCN(CC1)C1CCC2(CCN(CC2)C(=O)C=2C=CC(=C(C2)N2C(NC(CC2)=O)=O)Cl)CC1 1-(5-(9-(4-(4-aminophenyl)piperazin-1-yl)-3-azaspiro[5.5]undecane-3-carbonyl)-2-chlorophenyl)dihydropyrimidine-2,4(1H,3H)-dione